2-(Dimethylamino)-N-(4-(3-(3,5-dimethylisoxazol-4-yl)-5-(1-methylethylsulfonamido)phenoxy)-3,5-dimethylphenyl)acetamide CN(CC(=O)NC1=CC(=C(C(=C1)C)OC1=CC(=CC(=C1)NS(=O)(=O)C(C)C)C=1C(=NOC1C)C)C)C